C(C)C(C(=O)O)CCCCCCCCCCCCCCCC(=O)O ethyl-octadecanedioic acid